(S)-6-(3-fluorophenethoxy)-10,10a-dihydro-1H-oxazolo[3',4':3,4]imidazo[1,2-c]pyrimidin-8(3H)-one FC=1C=C(CCOC=2C=C3N(C(N2)=O)C[C@@H]2N3COC2)C=CC1